(±)-2-(styryloxy)propanoic acid (Z)-hex-3-en-1-yl ester C(C\C=C/CC)OC([C@@H](C)OC=CC1=CC=CC=C1)=O |r|